5-Methyl-1-(3-pyridylcarbamoyl)-1,2,3,5-tetrahydropyrrolo[2,3-f]indole hydrochloride hydrate O.Cl.CN1C=CC=2C=C3C(=CC12)CCN3C(NC=3C=NC=CC3)=O